methyl 4-cyano-2-{[(3R,6R)-6-methyl-1-{[2-(2H-1,2,3-triazol-2-yl)phenyl]carbonyl}piperidine-3-yl] amino}pyridine-3-carboxylate C(#N)C1=C(C(=NC=C1)N[C@H]1CN([C@@H](CC1)C)C(=O)C1=C(C=CC=C1)N1N=CC=N1)C(=O)OC